[C@@H](C)(CC)C=1C=C2C=CN(C2=CC1)C (R)-5-(sec-butyl)-1-methyl-1H-indole